(S)-N,N-dimethylpyrrolidine-3-amine hydrochloride Cl.CN([C@@H]1CNCC1)C